Borolone B=1C(C=CC1)=O